ClC=1C=C(C=CC1C(=O)N1CCN(CC1)C(=O)C1CNC(CC1)=O)NC(=O)C=1N(C(=CN1)C1=C(C(=C(C=C1)OC)F)F)C N-[3-chloro-4-[4-(6-oxopiperidine-3-carbonyl)piperazine-1-carbonyl]phenyl]-5-(2,3-difluoro-4-methoxy-phenyl)-1-methyl-imidazole-2-carboxamide